CC(C)C(CCC)C(C)C 2-methyl-3-isopropylhexane